allyl 3-cyclohexylpropionate (ALLYL CYCLOHEXYL PROPIONATE) C(C=C)C(C(=O)O)(C)C1CCCCC1.C1(CCCCC1)CCC(=O)OCC=C